CC1=C(C2=C(OC=CO2)C(=C1)O)O 6-methylbenzo[b][1,4]-dioxine-5,8-diol